1-(chloromethyl)-4-fluoro-1,4-diazoniabicyclo(2.2.2)octane bis(tetrafluoroborate) F[B-](F)(F)F.F[B-](F)(F)F.ClC[N+]12CC[N+](CC1)(CC2)F